N1=CC=C(C=C1)C1=CC=NS1 5-(4-pyridyl)-isothiazole